N1=C(C=CC=C1)C1CCCCCCCCCCCC1 pyridinylcyclotridecane